5-chloro-N-{3-[2-(4-chloro-3-fluorophenoxy)acetylamino]bicyclo[1.1.1]pentan-1-yl}-4-methylpyridine-2-carboxamide ClC=1C(=CC(=NC1)C(=O)NC12CC(C1)(C2)NC(COC2=CC(=C(C=C2)Cl)F)=O)C